(S)-(1-(7-amino-2-(furan-2-yl)-[1,2,4]triazolo[1,5-a][1,3,5]triazin-5-yl)pyrrolidin-2-yl)(4-(2-fluoro-2-methylpropyl)piperazin-1-yl)methanone NC1=NC(=NC=2N1N=C(N2)C=2OC=CC2)N2[C@@H](CCC2)C(=O)N2CCN(CC2)CC(C)(C)F